[Ni].[Mn].[Li] LITHIUM-MANGANESE-NICKEL